2-[(5-acetyl-6-chloropyrimidin-4-yl)oxy]acetic acid ethyl ester C(C)OC(COC1=NC=NC(=C1C(C)=O)Cl)=O